(chloroacetyl)-triethylenetetramine ClCC(=O)NCCNCCNCCN